C(CC)[Si](C=1C=C(C=CC1)P(N(P(C1=CC=C(C=C1)[Si](CCC)(CCC)CCC)C1=CC=C(C=C1)[Si](CCC)(CCC)CCC)C(C)C(C)C)C1=CC(=CC=C1)[Si](CCC)(CCC)CCC)(CCC)CCC N-(bis(3-(tripropylsilyl)phenyl)phosphaneyl)-N-(3-methylbutan-2-yl)-1,1-bis(4-(tripropylsilyl)phenyl)phosphanamine